(3R,4S)-3-amino-1-((S)-2-amino-3-methylbutanoyl)-4-(3-boronopropyl)pyrrolidine-3-carboxylic acid, dihydrochloride Cl.Cl.N[C@]1(CN(C[C@@H]1CCCB(O)O)C([C@H](C(C)C)N)=O)C(=O)O